The molecule is an (R)-3-hydroxyacyl-CoA(4-) obtained by deprotonation of the phosphate and diphosphate OH groups of (3R,18Z,21Z,24Z,27Z,30Z,33Z)-3-hydroxyhexatriacontahexaenoyl-CoA; major species at pH 7.3. It is a (R)-3-hydroxyacyl-CoA(4-) and an 11,12-saturated fatty acyl-CoA(4-). It is a conjugate base of a (3R,18Z,21Z,24Z,27Z,30Z,33Z)-3-hydroxyhexatriacontahexaenoyl-CoA. CC/C=C\\C/C=C\\C/C=C\\C/C=C\\C/C=C\\C/C=C\\CCCCCCCCCCCCCC[C@H](CC(=O)SCCNC(=O)CCNC(=O)[C@@H](C(C)(C)COP(=O)([O-])OP(=O)([O-])OC[C@@H]1[C@H]([C@H]([C@@H](O1)N2C=NC3=C(N=CN=C32)N)O)OP(=O)([O-])[O-])O)O